tert-Butyl (3-cyano-4-(3-(3-(dimethylamino)-1-oxa-7-azaspiro[4.4]nonan-7-yl)-5-fluoro-7,9-dihydrofuro[3,4-f]quinazolin-6-yl)-7-fluorothieno[3,2-c]pyridin-2-yl)carbamate C(#N)C1=C(SC2=C1C(=NC=C2F)C=2C1=C(C=3C=NC(=NC3C2F)N2CC3(CC(CO3)N(C)C)CC2)COC1)NC(OC(C)(C)C)=O